2-(3,5-Dichloro-4-fluorobenzylidene)hydrazinecarboximidamide ClC=1C=C(C=NNC(N)=N)C=C(C1F)Cl